C(C1=CC=CC=C1)OCCNC(=O)C1CN(C1)C1=CC(=C2C(C(=CN(C2=N1)C1=NC=NS1)C(=O)O)=O)C 7-(3-{[2-(benzyloxy)ethyl]carbamoyl}azetidin-1-yl)-5-methyl-4-oxo-1-(1,2,4-thiadiazol-5-yl)-1,4-dihydro-1,8-naphthyridine-3-carboxylic acid